3-amino-2-chloro-N-(1-methyltetrazol-5-yl)-4-(2,2,2-trifluoroethoxy)benzamide NC=1C(=C(C(=O)NC2=NN=NN2C)C=CC1OCC(F)(F)F)Cl